C(C=C)N(C1=CC(=CC(=C1)OC)OC)CC=C N,N-diallyl-3,5-dimethoxyaniline